4-(6-(4-((5-chloropyridin-3-yl)methyl)piperazin-1-yl)pyridin-3-yl)-6-(2-methoxyethoxy)pyrazolo[1,5-a]pyridine-3-carbonitrile ClC=1C=C(C=NC1)CN1CCN(CC1)C1=CC=C(C=N1)C=1C=2N(C=C(C1)OCCOC)N=CC2C#N